C1(=CC=CC=C1)N(CCC(C=CC=C)=C)C1=CC=CC=C1 1-diphenylamino-3-methylenehepta-4,6-diene